C1CC=CC=2NC3=C(C=CC21)C=CC=C3 dihydro-5H-dibenzo[b,f]azepine